(Z)-1-(Cyclooct-4-en-1-yl)quinuclidin-1-ium bromide [Br-].C1(CC\C=C/CCC1)[N+]12CCC(CC1)CC2